N-((1-((3R)-1-(benzyloxy)-4-((tert-butyldimethylsilyl)oxy)-3-hydroxybutyl)cyclobutyl)methyl)-2-nitrobenzenesulfonamide C(C1=CC=CC=C1)OC(C[C@H](CO[Si](C)(C)C(C)(C)C)O)C1(CCC1)CNS(=O)(=O)C1=C(C=CC=C1)[N+](=O)[O-]